ethyl 6-(4-(4-cyanophenyl)-5-hydroxy-1H-pyrazol-1-yl)nicotinate C(#N)C1=CC=C(C=C1)C=1C=NN(C1O)C1=NC=C(C(=O)OCC)C=C1